(R)-4-(4-((1-(3-(difluoromethyl)-2-fluorophenyl)ethyl)amino)-2-methyl-7-(methylamino)pyrido[2,3-d]pyrimidin-6-yl)tetrahydro-2H-thiopyran 1,1-dioxide FC(C=1C(=C(C=CC1)[C@@H](C)NC=1C2=C(N=C(N1)C)N=C(C(=C2)C2CCS(CC2)(=O)=O)NC)F)F